C(C)(C)[Si](NC)(NC)[Si](C)(C)C isopropyl-dimethyl-trimethylsilyl-silanediamine